[6-(3-cyclopropyl-1,2,4-triazol-1-yl)-2-azaspiro[3.3]heptan-2-yl]-[2-(4-methoxyphenyl)sulfonyl-2,6-diazaspiro[3.3]heptan-6-yl]methanone C1(CC1)C1=NN(C=N1)C1CC2(CN(C2)C(=O)N2CC3(CN(C3)S(=O)(=O)C3=CC=C(C=C3)OC)C2)C1